3-acetyl-N-(2-fluoro-3'-(methylsulfonyl)-[1,1'-biphenyl]-3-yl)-7-methoxyindolizine-1-carboxamide C(C)(=O)C1=CC(=C2C=C(C=CN12)OC)C(=O)NC=1C(=C(C=CC1)C1=CC(=CC=C1)S(=O)(=O)C)F